O=C1NC(CCC1NC=1C=CC(=NC1)N1CCC(CC1)CN1CCNCC1)=O 4-((1-(5-((2,6-dioxopiperidin-3-yl)amino)pyridin-2-yl)piperidin-4-yl)methyl)piperazin